FC1=CC=C(C=C1)C=1C(C(=CN(C1C)C)C(=O)NC1=CC=C(C=C1)OC1=CC=NC2=CC(=CN=C12)OC)=O 5-(4-Fluorophenyl)-N-[4-[(7-methoxy-1,5-naphthyridin-4-yl)oxy]phenyl]-1,6-dimethyl-4-oxopyridine-3-carboxamide